C(#N)C1=CC=C(C=C1)NC(=O)C1=C(C2=C(CCC3=CN(N=C23)CC2=NC=CC=C2)O1)C N-(4-cyanophenyl)-8-methyl-2-(pyridin-2-ylmethyl)-4,5-dihydro-2H-furo[2,3-g]indazole-7-carboxamide